4-methoxy-2-(3-methoxyphenyl)pyrimidine COC1=NC(=NC=C1)C1=CC(=CC=C1)OC